4-acetyl-1,2,3-trimethylimidazolium C(C)(=O)C=1[N+](=C(N(C1)C)C)C